Benzo[b]thiophen-3-yl-{9-[methyl-(7H-pyrrolo[2,3-d]pyrimidin-4-yl)-amino]-3-aza-spiro[5.5]undec-3-yl}-methanone S1C2=C(C(=C1)C(=O)N1CCC3(CC1)CCC(CC3)N(C=3C1=C(N=CN3)NC=C1)C)C=CC=C2